ClC(C(O)=N)(Cl)Cl.C(C)(=O)N[C@@](C=O)(O)[C@@](O)([C@](O)([C@H](O)C(O)C(C)=O)C(C)=O)C(C)=O (2-acetamido-3,4,6-triacetylglucose) trichloroacetimidate